tert-butyl 4-(4-(4-((3R,4S)-3-cyano-3-cyclopropyl-4-methyl-2-oxopyrrolidin-1-yl)pyrazolo[1,5-a]pyrazin-6-yl)-1H-pyrazol-1-yl)piperidine-1-carboxylate C(#N)[C@@]1(C(N(C[C@H]1C)C=1C=2N(C=C(N1)C=1C=NN(C1)C1CCN(CC1)C(=O)OC(C)(C)C)N=CC2)=O)C2CC2